CO[C@@H]1CC[C@@]23[C@H](C([C@@](C[C@H]([C@]([C@H]21)([C@@H](CC3)C)C)C(C(=O)[O-])OS(=O)(=O)C3=CC=C(C)C=C3)(CSC)C)=O)C (3R,3aS,4R,5R,7R,9R,9aR,12R)-3-methoxy-4,7,9,12-tetramethyl-7-((methylthio)methyl)-8-oxodecahydro-4,9a-propanocyclopenta[8]annulen-5-yl-2-(tosyloxy)acetate